6-isopropyl-5-(8-methoxy-[1,2,4]triazolo[1,5-a]pyridin-6-yl)-2-(1-((3-methyloxetan-3-yl)methyl)piperidin-4-yl)-4H-pyrrolo[3,2-d]thiazoleN C(C)(C)N1C(CC=2CN(SC21)C2CCN(CC2)CC2(COC2)C)C=2C=C(C=1N(C2)N=CN1)OC